OC1=C(C=CC=C1)C=1C=C2C(=NN1)NCC1N2CCN(C1)CC1CCN(CC1)CCC(=O)O 3-(4-((2-(2-hydroxyphenyl)-5,6,6a,7,9,10-hexahydro-8H-pyrazino[1',2':4,5]pyrazino[2,3-c]pyridazin-8-yl)methyl)piperidin-1-yl)propanoic acid